FC(C(=O)O)(F)F.C(C=C)(=O)N1[C@@H](CC1)COC=1C=NC=CC1C1=CC(=C(CNC(C2=CN=C(C=C2)C(F)(F)F)=O)C=C1)C (S)-N-(4-(3-((1-acryloylazetidin-2-yl)methoxy)pyridin-4-yl)-2-methylbenzyl)-6-(trifluoromethyl)nicotinamide trifluoroacetate